C(CCC)C=1C=C(C(=C(C1)O)C\C=C(\CCC=C(C)C)/C)O 5-butyl-2-[(2E)-3,7-dimethylocta-2,6-dien-1-yl]benzene-1,3-diol